BrC1=CC=C(C=C1)N1CCS(CC1)(=O)=O 4-(4-bromophenyl)-1,4-thiazinane 1,1-dioxide